4-((3-fluoro-[1,1'-biphenyl]-4-yl)methyl)-2,5-dimethylthiophene-3-carboxylic acid FC=1C=C(C=CC1CC=1C(=C(SC1C)C)C(=O)O)C1=CC=CC=C1